FC1=CC=C(C(=O)N[C@H](C(=O)NC2=CC=C(C=C2)S(NC2COC2)(=O)=O)CC2=CC=CC=C2)C=C1 (S)-4-fluoro-N-(1-(4-(N-oxetan-3-ylsulfamoyl)phenylamino)-1-oxo-3-phenylpropan-2-yl)benzamide